C(C1=CC=CC=C1)OC(=O)N[C@@H](C(=O)OC)CNC(=O)C1=CC2=NC=CC(=C2S1)C(F)(F)F Methyl (R)-2-(((benzyloxy)carbonyl)amino)-3-(7-(trifluoromethyl)thieno[3,2-b]pyridine-2-carboxamido)propanoate